NC1=NC=2C=C(C(=CC2C2=C1C=NN2C)C(=O)N(C)CC2=NC=C(C=C2)C(F)F)F 4-amino-N-((5-(difluoromethyl)-2-pyridinyl)methyl)-7-fluoro-N,1-dimethyl-1H-pyrazolo[4,3-c]quinoline-8-carboxamide